Cl.ClC1=C(C=CC(=C1)O)C=1C=C2C(=NNC2=CC1)NC(=O)[C@H]1CNCCC1 (3R)-N-[5-(2-chloro-4-hydroxyphenyl)-1H-indazol-3-yl]piperidine-3-carboxamide hydrochloride